Methyl 4-(4-((tert-butoxycarbonyl)(methyl)amino)piperidin-1-yl)-2-(hydroxymethyl)benzoate C(C)(C)(C)OC(=O)N(C1CCN(CC1)C1=CC(=C(C(=O)OC)C=C1)CO)C